4-(2,6-difluorobenzyl)-2-(4-((2-(((tetrahydrofuran-2-yl)methyl)amino)pyridin-4-yl)oxy)phenyl)-2,4-dihydro-3H-1,2,4-triazol-3-one FC1=C(CN2C(N(N=C2)C2=CC=C(C=C2)OC2=CC(=NC=C2)NCC2OCCC2)=O)C(=CC=C1)F